[La].[Ce].[Mg].[Nb].[Ta] tantalum niobium magnesium cerium lanthanum